CC1(CCC1)CNC(=O)C1C2CCC(C1)C2 N-((1-methylcyclobutyl)methyl)bicyclo[2.2.1]heptane-2-carboxamide